FC=1C=C(C=C(C1)F)C(C)OC=1C=C2C(=NN(C2=CC1)C1OCCCC1)C1=NC2=C(N1)CN(C2)C(=O)OC(C)(C)C tert-butyl 2-(5-(1-(3,5-difluorophenyl) ethoxy)-1-(tetrahydro-2H-pyran-2-yl)-1H-indazol-3-yl)-4,6-dihydropyrrolo[3,4-d]imidazole-5(1H)-carboxylate